FC=1C(=C(C=CC1F)[C@H]1[C@@H](O[C@]([C@H]1C)(C(F)(F)F)C)C(=O)NC=1C=C2C(NC(C2=CC1)=O)=O)OC |o1:8,9,11,12| rel-(2R,3S,4S,5R)-3-(3,4-difluoro-2-methoxyphenyl)-N-(1,3-dioxo-2,3-dihydro-1H-isoindol-5-yl)-4,5-dimethyl-5-(trifluoromethyl)tetrahydrofuran-2-carboxamide